NC(CC(=O)O)C(NC(C)CC(=O)OC(C)(C)C)=O 3-amino-3-{[4-(tert-butoxy)-4-oxobutan-2-yl]carbamoyl}propanoic acid